COC1=C(N(C(C)=O)C(C)=O)C=CC=C1 o-methoxydiacetylaniline